N-(6-((1H-Pyrazol-1-yl)methyl)-4-methoxybenzo[d]isoxazol-3-yl)-3-(3-(hydroxymethyl)pyrrolidin-1-yl)benzenesulfonamide N1(N=CC=C1)CC1=CC2=C(C(=NO2)NS(=O)(=O)C2=CC(=CC=C2)N2CC(CC2)CO)C(=C1)OC